2-(4-(5-(1,4-oxazol-4-yl)-1H-benzo[d]imidazol-1-yl)phenyl)-N-(3-(tert-butyl)isoxazol-5-yl)acetamide O1C=CN(C1)C1=CC2=C(N(C=N2)C2=CC=C(C=C2)CC(=O)NC2=CC(=NO2)C(C)(C)C)C=C1